C(C1=CC=CC=C1)C1N(B(OC1)C1=CC=CC=C1)C 4-Benzyl-3-methyl-2-phenyl-1,3,2-oxazaborolidine